1-(2-((4-((2-(Dimethylamino)ethyl)(methyl)amino)-2-methoxy-5-aminophenyl)amino)pyrimidin-4-yl)-3-isopropyl-5-methoxy-1H-benzo[d]imidazol-2(3H)-one CN(CCN(C1=CC(=C(C=C1N)NC1=NC=CC(=N1)N1C(N(C2=C1C=CC(=C2)OC)C(C)C)=O)OC)C)C